Methyl (S)-4-(4-(4-(5-(5-hydroxy-1-methyl-1,2-dihydro-3H-benzo[e]indol-3-yl)-5-oxopentanamido)-1-methyl-1H-pyrrole-2-carboxamido)phenyl)-1-methyl-1H-pyrrole-2-carboxylate OC=1C2=C(C=3[C@@H](CN(C3C1)C(CCCC(=O)NC=1C=C(N(C1)C)C(=O)NC1=CC=C(C=C1)C=1C=C(N(C1)C)C(=O)OC)=O)C)C=CC=C2